N-[3-chloro-4-[4-[3-(dimethylamino)propyl]piperazine-1-carbonyl]phenyl]-5-[4-(cyanomethoxy)-2,3-difluoro-phenyl]-1-methyl-imidazole-2-carboxamide ClC=1C=C(C=CC1C(=O)N1CCN(CC1)CCCN(C)C)NC(=O)C=1N(C(=CN1)C1=C(C(=C(C=C1)OCC#N)F)F)C